2-(5-methoxy-1H-indol-3-yl)ethanamine acetate C(C)(=O)O.COC=1C=C2C(=CNC2=CC1)CCN